FC=1C=C(C(=NC1)NC1=CC(CC(C1)(C)C)=O)\C(=C\C)\C1=CC=CC=C1 (E)-3-((5-fluoro-3-(1-phenylprop-1-en-1-yl)pyridin-2-yl)amino)-5,5-dimethylcyclohex-2-en-1-one